C(C)(C)(C)OC(=O)N(C(OC(C)(C)C)=O)CC=1C(=C2C=CC=NC2=C(C1)OC1=CC=C(C=C1)C(F)(F)F)C(CO)O tert-butyl N-tert-butoxycarbonyl-N-[[5-(1,2-dihydroxyethyl)-8-[4-(trifluoromethyl)phenoxy]-6-quinolyl]methyl]carbamate